2-CYCLOHEXYLACETALDEHYDE C1(CCCCC1)CC=O